O=C1N(CC2=C(C=CC=C12)C=1C=C2C=CC=NC2=CC1)CC(C#N)=C 2-{[1-oxo-4-(quinolin-6-yl)-2,3-dihydro-1H-isoindol-2-yl]methyl}prop-2-enenitrile